C(C)(C)(CC(C)(C)C)SC#N t-octyl thiocyanate